COC(=O)C=1C=C(CNC2=NN(C3=CC=CC(=C23)C2=CC=C(C=C2)C=2CCCCC2)C(CCC(=O)O)=O)C=CC1 4-(3-((3-(methoxycarbonyl)benzyl)amino)-4-(2',3',4',5'-tetrahydro-[1,1'-biphenyl]-4-yl)-1H-indazol-1-yl)-4-oxobutanoic acid